CC1(CB(CC1(C)C)C1=C2C(=NC=C1)CCO2)C 7-(3,3,4,4-tetramethylborolan-1-yl)-2,3-dihydrofuro[3,2-b]pyridine